C1(CC1)CN1N=C(C2=CC=C(C=C12)C(=O)N1CCC(CC1)C1=NC2=C(N1C(F)F)C=CC=C2)C2=CC(=CC=C2)F (1-(cyclopropylmethyl)-3-(3-fluorophenyl)-1H-indazol-6-yl)(4-(1-(difluoromethyl)-1H-benzo[d]imidazol-2-yl)piperidin-1-yl)methanone